CC1=C2C=CNC2=C(C(=C1)C)CCCC 4,6-dimethyl-7-butylindole